The molecule is an oligopeptide consisting of N-(pyrazin-2-ylcarbonyl)cyclohexylalanyl, 3-methylvalyl, octahydrocyclopenta[c]pyrrole-1-carboxy, and 3-amino-N-cyclopropyl-2-oxohexanamide residues joined in sequence. Used for treatment of chronic hepatitis C virus genotype 1 infection. It has a role as a peptidomimetic, a hepatitis C protease inhibitor and an antiviral drug. It is an oligopeptide, a member of pyrazines, a cyclopentapyrrole and a member of cyclopropanes. CCC[C@@H](C(=O)C(=O)NC1CC1)NC(=O)[C@@H]2[C@H]3CCC[C@H]3CN2C(=O)[C@H](C(C)(C)C)NC(=O)[C@H](C4CCCCC4)NC(=O)C5=NC=CN=C5